ClC1=CC(=C(C=C1OC(C(=O)ONC1CCCC1)C)N1C(N(C(N(C1=O)C)=S)C)=O)F 3-(4-chloro-5-((1-((cyclopentylamino)oxy)-1-oxopropan-2-yl)oxy)-2-fluorophenyl)-1,5-dimethyl-6-thioxo-1,3,5-triazine-2,4-dione